CC1(OCCO1)C=1SC(=CN1)S(=O)(=O)N 2-(2-Methyl-1,3-dioxolan-2-yl)thiazole-5-sulfonamide